C(=C)[Si]1(O[Si](C1)(C=C)C=C)C=C tetravinyl-1,3-disiloxetane